FC=1C=C(C=C(C1)F)C1=NC(=C2N1C=CC(=C2)S(=O)(=O)C)O 3-(3,5-difluorophenyl)-7-(methylsulfonyl)imidazo[1,5-a]pyridin-1-ol